C(C)(C)(C)OC(N(C)C1=NC(=CC2=C1C(NN=C2CCl)=O)C=2C=NN(C2C2=C(C(=CC(=C2C#N)OC2CC2)Cl)F)C)=O (7-(5-(3-chloro-6-cyano-5-cyclopropoxy-2-fluorophenyl)-1-methyl-1H-pyrazol-4-yl)-1-(Chloromethyl)-4-oxo-3,4-dihydropyrido[3,4-d]pyridazin-5-yl)(methyl)carbamic acid tert-butyl ester